COC(=O)C=1N=C(N(C(C1O)=O)C)C(C(C=1C=NC(=NC1)C)C1=C(C=CC=C1)Cl)C 2-(1-(2-chlorophenyl)-1-(2-methylpyrimidin-5-yl)propan-2-yl)-5-hydroxy-1-methyl-6-oxo-1,6-dihydropyrimidine-4-carboxylic acid methyl ester